diallyl-methylanthryl-silane (Z)-3-hexenyl-pentanoate C(=C/CCCC)/C(CC(=O)O)CC.C(C=C)[Si](C1=CC=CC2=CC3=CC=CC=C3C=C12)(C)CC=C